2-(5-((tert-butyldiphenylsilyl)oxy)pentyl)prop-2-ene-1-carboxylic acid ethyl ester C(C)OC(=O)CC(=C)CCCCCO[Si](C1=CC=CC=C1)(C1=CC=CC=C1)C(C)(C)C